OCCOCCOC(C(C1=CC=CC=C1)=O)=O oxophenylacetic acid 2-[2-hydroxy-ethoxy]-ethyl ester